C(C)(C)(C)NC(=O)NC1=CC=C(C=C1)Cl 1-(tert-butyl)-3-(4-chlorophenyl)urea